3a-hydroxy-7b-(4-chlorobenzamido)-5b-cholanoate O[C@H]1C[C@H]2C[C@@H]([C@H]3[C@@H]4CC[C@H]([C@@H](CCC(=O)[O-])C)[C@]4(CC[C@@H]3[C@]2(CC1)C)C)NC(C1=CC=C(C=C1)Cl)=O